O=C1N(CCC(N1)=O)C1=NN(C2=CC(=C(C=C12)F)N1CCC(CC1)(F)CC(=O)O)C 2-[1-[3-(2,4-dioxohexahydropyrimidin-1-yl)-5-fluoro-1-methyl-indazol-6-yl]-4-fluoro-4-piperidyl]acetic acid